BrC1=CC=C(C=C1)C=1C2=CC=CC=C2C(=C2C=CC=CC12)C1=CC=CC=C1 9-(4-bromophenyl)-10-phenyl-anthracene